C(CCC)CCCCCO butyl-(amyl) alcohol